The molecule is a steroid glucosiduronic acid that is 16alpha-hydroxyestrone in which the phenolic hydrogen has been replaced by a beta-D-glucuronyl residue. It is a steroid glucosiduronic acid, a 16alpha-hydroxy steroid, a 17-oxo steroid, a beta-D-glucosiduronic acid and a secondary alpha-hydroxy ketone. It derives from a 16alpha-hydroxyestrone. It is a conjugate acid of a 16alpha-hydroxyestrone 3-O-(beta-D-glucuronide)(1-). C[C@]12CC[C@H]3[C@H]([C@@H]1C[C@H](C2=O)O)CCC4=C3C=CC(=C4)O[C@H]5[C@@H]([C@H]([C@@H]([C@H](O5)C(=O)O)O)O)O